FC([C@H]1N(C(OC1)=C=O)C=1N=C2N(CCOC3=C2C=CC(=C3)N[C@H](C(=O)N)COC)C1)F (S)-2-((2-((S)-4-(difluoromethyl)-2-carbonyloxazolidin-3-yl)-5,6-dihydrobenzo[f]imidazo[1,2-d][1,4]oxazepin-9-yl)amino)-3-methoxypropionamide